Tert-butyl-(2S)-4-(5-chloropyrimidin-2-yl)-2-methylpiperidine-1-carboxylate C(C)(C)(C)OC(=O)N1[C@H](CC(CC1)C1=NC=C(C=N1)Cl)C